2,6-bis(benzyloxy)-4,6-dimethyl-5-vinyl-2,3'-bipyridine C(C1=CC=CC=C1)OC1(NC(C(=C(C1)C)C=C)(C)OCC1=CC=CC=C1)C=1C=NC=CC1